(3R)-4-amino-N-cyclopropyl-N-((5-cyclopropyl-2-pyridinyl)methyl)-3-methyl-1,3-dihydrofuro[3,4-c][1,7]naphthyridine-8-carboxamide NC1=NC=2C=NC(=CC2C2=C1[C@H](OC2)C)C(=O)N(CC2=NC=C(C=C2)C2CC2)C2CC2